2-{[amino(sulfoimino)-methyl](methyl)amino}-acetic acid NC(=NS(=O)(=O)O)N(CC(=O)O)C